1-(7-(1-hydroxyethyl)-1H-indol-3-yl)-2-((2-methyl-5-(3-methyl-1,2,4-thiadiazol-5-yl)phenyl)amino)ethan-1-one OC(C)C=1C=CC=C2C(=CNC12)C(CNC1=C(C=CC(=C1)C1=NC(=NS1)C)C)=O